C(CCCCCCCCCCCCC=CCC)(=O)[O-].[Zn+2].C(CCCCCCCCCCCCC=CCC)(=O)[O-] zinc 14-heptadecenate